2-(4-(2-(1-(4-chloro-2-fluorophenyl)ethoxy)pyridin-3-yl)-2,6-difluorobenzyl)-1-(2-methoxyethyl)-1H-benzo[d]Imidazole-6-carboxylic acid methyl ester COC(=O)C=1C=CC2=C(N(C(=N2)CC2=C(C=C(C=C2F)C=2C(=NC=CC2)OC(C)C2=C(C=C(C=C2)Cl)F)F)CCOC)C1